7,8-dihydro-ψ,ψ-carotene CC(=CCC/C(=C/CC/C(=C/C=C/C(=C/C=C/C=C(\C)/C=C/C=C(\C)/C=C/C=C(\C)/CCC=C(C)C)/C)/C)/C)C